15-hydroxypalmitic acid OC(CCCCCCCCCCCCCC(=O)O)C